C(CC1=CC=CC=C1)NO N-phenethyl-hydroxylamine